COC=1C=C(C2=CC=CC=C2C1)N1CC=2N=C(N=C(C2CC1)N1C[C@@H](NCC1)CC#N)OC[C@H]1N(CCC1)C 2-[(2S)-4-[7-(3-methoxy-1-naphthyl)-2-[[(2S)-1-methylpyrrolidin-2-yl]methoxy]-6,8-dihydro-5H-pyrido[3,4-d]pyrimidin-4-yl]piperazin-2-yl]acetonitrile